2-butanoyl-oxyethyl-methacrylamide C(CCC)(=O)OCCC=C(C(=O)N)C